N(=NC(C(=O)NCCO)(C)C)C(C(=O)NCCO)(C)C 2,2'-azobis[N-(2-hydroxyethyl)-2-methylpropionamide]